O=C1NC(CC[C@H]1N1C(C2=CC=C(C=C2C1)CNC(=O)NC1=CC=C(C=C1)OCC1CC(C1)CO)=O)=O |r| rac-1-((2-(2,6-Dioxopiperidin-3-yl)-1-oxoisoindolin-5-yl)methyl)-3-(4-(((1r,3r)-3-(hydroxymethyl)cyclobutyl)methoxy)phenyl)urea